CCCCCCCCC(=O)C1=CC=CC=C1O Nonoylphenol